5-[(2R)-2-methylpyrrolidin-1-yl]pyrazin-2-amine C[C@H]1N(CCC1)C=1N=CC(=NC1)N